C(C)OC1=C(C=CC=C1)C1=CC=C(C(=N1)C(=O)N[C@H]1CN(CC1)C)N1[C@@H](CN(CC1)C(=O)N1[C@@H](CCC1)C(C)(C)F)CC 6-(2-ethoxyphenyl)-3-[(2R)-2-ethyl-4-[(2S)-2-(2-fluoropropane-2-yl)pyrrolidine-1-carbonyl]piperazin-1-yl]-N-[(3R)-1-methylpyrrolidin-3-yl]pyridine-2-carboxamide